C(C)OC(CC(=O)NNC(=O)C=1C(=NC(=NC1)NC1CC2=CC=CC=C2C1)OC)=O 3-(2-(2-((2,3-dihydro-1H-inden-2-yl)amino)-4-methoxypyrimidine-5-carbonyl)hydrazino)-3-oxopropanoic acid ethyl ester